(2-(1'-(1-(4-amino-4-oxobutanoyl)piperidine-4-carbonyl)-5'-fluoro-1H,1'H-[4,6'-biindazol]-1-yl)acetyl)glycylglycine NC(CCC(=O)N1CCC(CC1)C(=O)N1N=CC2=CC(=C(C=C12)C=1C=2C=NN(C2C=CC1)CC(=O)NCC(=O)NCC(=O)O)F)=O